hexylsulfosuccinic acid C(CCCCC)C(C(=O)O)(CC(=O)O)S(=O)(=O)O